N,N-dimethyl-5-phenylhex-5-en-1-amine CN(CCCCC(=C)C1=CC=CC=C1)C